C1(CCCC1)CS(=O)(=O)NCC1=CC(=C(C=C1)C1=NOC(=N1)C(F)(F)F)F 1-cyclopentyl-N-[[3-fluoro-4-[5-(trifluoromethyl)-1,2,4-oxadiazol-3-yl]phenyl]methyl]methanesulfonamide